ClC1=CC2=C(NC(=N2)SC(=O)N(CC(C)C)CC(C)C)C=C1Cl 1-[(5,6-dichloro-1H-1,3-benzodiazol-2-yl)sulfanyl]-N,N-bis(2-methylpropyl)formamide